FC1=CC(=C(CN2N=C(C=3CN(CC(C32)C)C(=O)C=3NC=CC3)C(=O)O)C=C1)[N+](=O)[O-] 1-(4-fluoro-2-nitrobenzyl)-7-methyl-5-(1H-pyrrole-2-carbonyl)-4,5,6,7-tetrahydro-1H-pyrazolo[4,3-c]pyridine-3-carboxylic acid